C1(CC1)C1=NC=NC(=C1C1=NC(=CC(=N1)C(=O)OC)OCC=1C=NC(=C(C1)F)C=1N(C=C(N1)C(F)(F)F)C1CC1)OC Methyl 2-(4-cyclopropyl-6-methoxy-pyrimidin-5-yl)-6-[[6-[1-cyclopropyl-4-(trifluoromethyl)imidazol-2-yl]-5-fluoro-3-pyridyl]methoxy]pyrimidine-4-carboxylate